2-hydroxyl-propane sodium [Na].OC(C)C